bis(3-methoxy-4-hydroxyphenyl)propane COC=1C=C(C=CC1O)C(C)(C)C1=CC(=C(C=C1)O)OC